tert-butyl (R)-4-((9-benzyl-3,9-diazaspiro[5.5]undecan-3-yl)methyl)-3,3-difluoropiperidine-1-carboxylate C(C1=CC=CC=C1)N1CCC2(CCN(CC2)C[C@@H]2C(CN(CC2)C(=O)OC(C)(C)C)(F)F)CC1